1,12-diisocyanatotridecane N(=C=O)CCCCCCCCCCCC(C)N=C=O